N-(3-chloro-2-methoxyphenyl)-8-{[3-(1,4-dioxan-2-ylmethoxy)-4-pyridyl]methylamino}-6-oxo-5-azaspiro[3.5]non-7-ene-7-carbothioamide ClC=1C(=C(C=CC1)NC(=S)C=1C(NC2(CCC2)CC1NCC1=C(C=NC=C1)OCC1OCCOC1)=O)OC